4-[(2R)-3-(3,4-dihydro-1H-isoquinolin-2-yl)-2-hydroxy-propyl]-8-[(3S)-1-(oxetane-3-yl)pyrrolidin-3-yl]oxy-2,3-dihydro-1,4-benzoxazepin-5-one C1N(CCC2=CC=CC=C12)C[C@H](CN1CCOC2=C(C1=O)C=CC(=C2)O[C@@H]2CN(CC2)C2COC2)O